C(C)[C@@H]1N(C[C@H](N(C1)C(C)C1=CC2=C(N=C(S2)C)C=C1F)CC)C=1C=2C(N(C(N1)=O)C)=CN(N2)CC#N 2-(7-((2S,5R)-2,5-diethyl-4-(1-(5-fluoro-2-methylbenzo[d]thiazol-6-yl)ethyl)piperazin-1-yl)-4-methyl-5-oxo-4,5-dihydro-2H-pyrazolo[4,3-d]pyrimidin-2-yl)acetonitrile